1-(1-(5-(Trifluoromethyl)pyrimidin-2-yl)piperidin-4-yl)cyclopropanecarboxylic acid FC(C=1C=NC(=NC1)N1CCC(CC1)C1(CC1)C(=O)O)(F)F